N[C@@H](CS)C(=O)O endo-cysteine